(E)-N-trans-{3-[1-(2-nitrophenyl)-1H-pyrrol-2-yl]-allylidene}-aminoguanidinium acetate C(C)(=O)[O-].[N+](=O)([O-])C1=C(C=CC=C1)N1C(=CC=C1)/C=C/C=[N+]=C(NN)N